CC1=NSC(=C1)C(=O)OCCN1N=C(C=2C(NCC3(CCOCC3)CC21)=O)CC 2-(3-ethyl-4-oxo-spiro[6,8-dihydro-5H-pyrazolo[4,3-c]azepine-7,4'-tetrahydropyran]-1-yl)ethyl 3-methylisothiazole-5-carboxylate